OCC[C@@H](C1=CC(=CC=C1)OC(F)(F)F)NC(OC(C)(C)C)=O tert-butyl (s)-(3-hydroxy-1-(3-(trifluoromethoxy)phenyl)propyl)carbamate